FC1=C(OC2CCN(CC2)C=2N=C3C(=NC2C=2C=NN(C2F)COCC[Si](C)(C)C)CN(CC3)C(C)=O)C=CC(=C1)F 1-(2-(4-(2,4-difluorophenoxy)piperidin-1-yl)-3-(5-fluoro-1-((2-(trimethylsilyl)ethoxy)methyl)-1H-pyrazol-4-yl)-7,8-dihydropyrido[3,4-b]pyrazin-6(5H)-yl)ethan-1-one